C1(=CC=CC=C1)SCCOC1=CC=C(C=C1)B(O)O (4-[2-(PHENYLSULFANYL)ETHOXY]PHENYL)BORANEDIOL